tert-butyl-5-(bis(tert-butoxycarbonyl)carbamoyl)-2-iodo-4-((triisopropylsilyl)ethynyl)-1H-pyrrole C(C)(C)(C)N1C(=CC(=C1C(N(C(=O)OC(C)(C)C)C(=O)OC(C)(C)C)=O)C#C[Si](C(C)C)(C(C)C)C(C)C)I